FC=1C=NC=C(C1)[C@H]1OC1 (R)-3-fluoro-5-(oxiran-2-yl)pyridine